6-chloro-4-[(3S,4S)-4-(4-chloro-2-methoxy-anilino)-3-methyl-1-piperidyl]-1-methyl-2-oxo-1,5-naphthyridine-3-carbonitrile ClC=1N=C2C(=C(C(N(C2=CC1)C)=O)C#N)N1C[C@@H]([C@H](CC1)NC1=C(C=C(C=C1)Cl)OC)C